2-benzyl-2-azaspiro[3.3]heptan-6-yl (2R,6S)-4-{5-[(2R)-2-hydroxybutoxy]pyrimidin-2-yl}-2,6-dimethyl-piperazine-1-carboxylate O[C@@H](COC=1C=NC(=NC1)N1C[C@H](N([C@H](C1)C)C(=O)OC1CC2(CN(C2)CC2=CC=CC=C2)C1)C)CC